[K+].P(=O)(O)([O-])[O-].[K+] monohydrogen phosphate Potassium